rel-(R)-6-(3-((cyclopropylmethyl)amino)pyrrolidin-1-yl)-N-(8-fluoro-2-methylimidazo[1,2-a]pyridin-6-yl)thieno[2,3-b]pyridine-2-carboxamide C1(CC1)CN[C@H]1CN(CC1)C1=CC=C2C(=N1)SC(=C2)C(=O)NC=2C=C(C=1N(C2)C=C(N1)C)F |o1:5|